ClC1=C(C=CC=C1Cl)C1(C(=NC(=N1)C1=NC(C(=N1)C1=CC=CC=C1)(C1=CC=CC=C1)C1=CC=CC=C1)C1=CC=CC=C1)C1=C(C(=CC=C1)Cl)Cl bis(2,3-dichlorophenyl)-4,4',5,5-tetraphenylbiimidazole